dimethylimidazole-ethanol CC1=C(N=C(N1)CCO)C